dioctyl-tin-oxide C(CCCCCCC)[Sn](CCCCCCCC)=O